FC1=C(C(=C(C=C1OC)OC)F)N1C(N(C2=C(C1)C=NC(=C2)C=2C=CC(=NC2)C(=O)NC)CC)=O 5-(3-(2,6-difluoro-3,5-dimethoxyphenyl)-1-ethyl-2-oxo-1,2,3,4-tetrahydropyrido[4,3-d]pyrimidin-7-yl)-N-methyl-picolineamide